C(\C=C/C(=O)O)(=O)O.C(C=CC)(=O)N 2-butenamide maleate